N-4-bromophenyl-ethyl-glycine BrC1=CC=C(C=C1)N(CC(=O)O)CC